OCCOC(C=C)=O acrylic acid hydroxyethyl ester